OC1=C(C=CC=C1)C=1N=NC2=CC(=CC=C2C1)N1CC2(CN(C2)C2=NC=CC(=C2)C(C(=O)OC)C(C)C)C1 methyl 2-(2-{6-[3-(2-hydroxyphenyl)cinnolin-7-yl]-2,6-diazaspiro[3.3]heptan-2-yl}pyridin-4-yl)-3-methylbutanoate